CC([C@@H](C(N1[C@@H](C2=CC=CC=C2C1)C(=O)N1C[C@@H](CC1)C1=CC=CC=C1)=O)NC(=O)C1=CC2=C(S1)C=CC(=C2)C(F)(F)P(O)(O)=O)(C)C ((2-(((S)-3,3-dimethyl-1-oxo-1-((S)-1-((S)-3-phenylpyrrolidine-1-carbonyl)isoindolin-2-yl)butan-2-yl)carbamoyl)benzo[b]thiophen-5-yl)difluoromethyl)phosphonic acid